C(C)(C)(C)OC(NC1=C(SC(=C1)Br)Cl)=O (5-bromo-2-chlorothien-3-yl)carbamic acid tert-butyl ester